(6-(methoxymethoxy)-8-(4,4,5,5-tetramethyl-1,3,2-dioxaborolane-2-yl)naphthalen-1-ylethynyl)silane COCOC=1C=C2C=CC=C(C2=C(C1)B1OC(C(O1)(C)C)(C)C)C#C[SiH3]